CN[C@@H]1CN(CCC1)C=1C=CC(=NC1)NC=1C=CC(=C2CNC(C12)=O)C1=C2C(=NC=C1)N(C=C2)C 7-[[5-[(3S)-3-(methylamino)-1-piperidyl]-2-pyridyl]amino]-4-(1-methylpyrrolo[2,3-b]pyridin-4-yl)isoindolin-1-one